2-bromo-3-(difluoromethoxy)-5-(trifluoromethyl)pyridine Diethyl-(bromodifluoromethyl)phosphonate C(C)OP(OCC)(=O)C(F)(F)Br.BrC1=NC=C(C=C1OC(F)F)C(F)(F)F